O[C@H]1C[C@@H]2N(CCN(C2)C(=O)OC(C)(C)C)C1 tert-butyl (7S,8aS)-7-hydroxyhexahydropyrrolo[1,2-a]pyrazine-2(1H)-carboxylate